(2R,3R,4R)-2-(6-chloro-2-(hex-1-yn-1-yl)-8-(1H-pyrrol-2-yl)-9H-purin-9-yl)tetrahydrofuran-3,4-diyl diacetate C(C)(=O)O[C@H]1[C@@H](OC[C@H]1OC(C)=O)N1C2=NC(=NC(=C2N=C1C=1NC=CC1)Cl)C#CCCCC